(1R,3S,5R)-N-(6-Bromo-4-methoxypyridin-2-yl)-5-methyl-2-azabicyclo[3.1.0]hexane-3-carboxamide TFA salt OC(=O)C(F)(F)F.BrC1=CC(=CC(=N1)NC(=O)[C@H]1N[C@@H]2C[C@@]2(C1)C)OC